COC(=O)C1(COCC1=O)CC(CO)O 3-(2,3-dihydroxypropyl)-4-oxotetrahydrofuran-3-carboxylic acid methyl ester